(E)-2,6-difluoro-N-(2-methoxy-5-(4-(4-(4-methoxybut-2-enoyl)piperazin-1-yl)pyridino[3,2-d]pyrimidin-6-yl)pyridin-3-yl)benzenesulfonamide FC1=C(C(=CC=C1)F)S(=O)(=O)NC=1C(=NC=C(C1)C=1C=CC=2N=CN=C(C2N1)N1CCN(CC1)C(\C=C\COC)=O)OC